ClC1=C(C(=C(C(=C1[2H])[2H])Cl)[2H])[2H] p-dichlorobenzene-d4